1-iodo-3-methyl-benzene IC1=CC(=CC=C1)C